FC(C=1C=NC2=CC=C(C=C2C1)/C=C/C(=O)OCC)(F)F Ethyl (E)-3-(3-(trifluoromethyl)quinolin-6-yl)acrylate